ClC1=NC(=C2C(=CC(N(C2=C1F)CC1=CC=C(C=C1)OC)=O)O)OC[C@@H]1[C@H]2CC[C@@H](CN1)N2C(=O)OC(C)(C)C Tert-butyl (1R,2S,5S)-2-(((7-chloro-8-fluoro-4-hydroxy-1-(4-methoxybenzyl)-2-oxo-1,2-dihydro-1,6-naphthyridin-5-yl) oxy) methyl)-3,8-diazabicyclo[3.2.1]octane-8-carboxylate